N5-[2-(2-azabicyclo[2.2.1]heptan-2-yl)-3-chloro-phenyl]-N2,N2-dimethyl-thiophene-2,5-disulfonamide C12N(CC(CC1)C2)C2=C(C=CC=C2Cl)NS(=O)(=O)C2=CC=C(S2)S(=O)(=O)N(C)C